COC=1C=C(C=CC1OCC1=C(C=CC=C1)C(F)(F)F)B1OC(C(O1)(C)C)(C)C 2-(3-methoxy-4-{[2-(trifluoromethyl)phenyl]methoxy}phenyl)-4,4,5,5-tetramethyl-1,3,2-dioxaborolane